6-((R)-1,2-dihydroacenaphthylen-1-yl)-2-(3-(dimethylamino)azetidin-1-yl)-6,7-dihydro-5H-pyrrolo[3,4-d]pyrimidin-4-ylpiperazin-2-ylacetonitrile [C@H]1(CC2=CC=CC3=CC=CC1=C23)N2CC=3N=C(N=C(C3C2)C(C#N)C2NCCNC2)N2CC(C2)N(C)C